2-bromo-1-(4,6-dimethoxypyrazolo[1,5-a]pyridin-2-yl)ethanone BrCC(=O)C1=NN2C(C(=CC(=C2)OC)OC)=C1